4-({3-chloro-7H-pyrrolo[2,3-c]pyridazin-7-yl}methyl)-1-methylpiperidine ClC1=CC2=C(N=N1)N(C=C2)CC2CCN(CC2)C